CC1=CC=C(C(=O)OC2N=C(OC2)C2=CC=CC=C2)C=C1 2-phenyl-4,5-dihydro-oxazol-4-yl 4-methylbenzoate